C(C)N(C1C(CCC1)OC=1C=C2CN(C(C2=CC1)=O)C1C(NC(CC1)=O)=O)CC1COC1 3-(5-((2-(ethyl(oxetan-3-ylmethyl)amino)cyclopentyl)oxy)-1-oxoisoindolin-2-yl)piperidine-2,6-dione